3,5-diamino-4-(dimethylamino)-benzoic acid NC=1C=C(C(=O)O)C=C(C1N(C)C)N